NC1=NC=2C=C(C(=CC2C2=C1COC2)C(=O)N([C@H](C)C=2N=NC(=CC2)C(F)(F)F)C2CCC2)Cl 4-amino-7-chloro-N-cyclobutyl-N-((1R)-1-(6-(trifluoromethyl)-3-pyridazinyl)ethyl)-1,3-dihydrofuro[3,4-c]quinoline-8-carboxamide